6-(3-bromophenyl)indolo[1,2-a]quinoxaline BrC=1C=C(C=CC1)C=1C=2N(C=3C=CC=CC3N1)C1=CC=CC=C1C2